Cl.N1C[C@@H](CC1)CN1C=CC2=NC(=C(C=C21)C2=CC(=C(C=C2)C#N)F)C2=CC=C(C=C2)OC 4-{1-[((3R)-pyrrolidin-3-yl)methyl]-5-(4-methoxyphenyl)pyrrolo[3,2-b]pyridin-6-yl}-2-fluorobenzenecarbonitrile HCl salt